C(C)(C)(C)OC(=O)NC(=NC(=O)OC(C)(C)C)NC(=O)OC(C)(C)C 1,2,3-tris(tert-butoxycarbonyl)guanidine